C(C)(C)(C)OC(=O)N1CCN(CC1)CCCCOC1=CC(=CC=C1)CC(=O)NC=1SC(=C(N1)C=1C=C2CCN(C2=CC1)C(C1=C(C=CC=C1)C)=O)C.ClC1=NC2=NC(=C(N=C2C(=N1)Cl)C)C 2,4-dichloro-6,7-dimethyl-pteridine tert-butyl-4-(4-(3-(2-((5-methyl-4-(1-(2-methylbenzoyl)indolin-5-yl)thiazol-2-yl)amino)-2-oxoethyl)phenoxy)butyl)piperazine-1-carboxylate